O=CC=CCCC(=O)O.FC(C1=NN=C(O1)C=1C=NC(=NC1)OC1(CC1)C1=C(C=CC=C1F)F)F 5-[5-(difluoromethyl)-1,3,4-oxadiazol-2-yl]-2-{[1-(2,6-difluorophenyl)cyclopropyl]oxy}pyrimidine oxobut-2-en-1-yl-acetate